3-fluoro-4-iodo-pyridine FC=1C=NC=CC1I